rac-(1R,2S,6R)-2-(4-((R*)-1,1-dioxidotetrahydrothiophen-3-yl)phenyl)-6-((2-fluoro-4-(trifluoromethyl)phenyl)carbamoyl)cyclohexane-1-carboxylic acid O=S1(C[C@H](CC1)C1=CC=C(C=C1)[C@@H]1[C@H]([C@@H](CCC1)C(NC1=C(C=C(C=C1)C(F)(F)F)F)=O)C(=O)O)=O |o1:3,&1:12,13,14|